(3S)-N-[4-methyl-3-[1'-methyl-6-(morpholin-4-yl)-3',6'-dihydro-2'H-[2,4'-bipyridin]-4-yl]phenyl]-3-(2,2,2-trifluoroethyl)pyrrolidine-1-carboxamide CC1=C(C=C(C=C1)NC(=O)N1C[C@@H](CC1)CC(F)(F)F)C1=CC(=NC(=C1)N1CCOCC1)C=1CCN(CC1)C